C(C1CO1)OCCC[Si](C)(C)OCCOC glycidoxypropylmethoxyethoxydimethylsilane